OCC1=C2C=CNC2=CC=C1OC=1C=C(C=CC1)C1=NN(C=C1)CC=1C=C(C=CC1)CCC(=O)O 3-(3-((3-(3-((4-(Hydroxymethyl)-1H-indol-5-yl)oxy)phenyl)-1H-pyrazol-1-yl)methyl)phenyl)propanoic acid